NC1(CCC=2C(=C(C=C(C2C1=O)NC(C)=O)F)C)C N-(7-amino-3-fluoro-4,7-dimethyl-8-oxo-5,6,7,8-tetrahydronaphthalen-1-yl)acetamide